8-((tert-butoxycarbonyl)amino)-1,2,3,5,6,7-hexahydrodicyclopenta[b,e]pyridine 4-oxide C(C)(C)(C)OC(=O)NC1=C2C(=[N+](C3=C1CCC3)[O-])CCC2